(3S)-3-methyl-6-[3-[(1-methyl-2-piperidyl)methyl]phenyl]-2,3,4,5-tetrahydropyridine C[C@@H]1CN=C(CC1)C1=CC(=CC=C1)CC1N(CCCC1)C